C(C=C)(=O)O.O(C1=CC=CC=C1)C(CO)OCCOCCOCCOCCOCCOCCOCCOCCOCCO 2-phenoxydecaethylene glycol acrylate